(dimethylamino)propyl-lithium CN(C)CCC[Li]